methyl (E)-4-(2-(3-methoxyphenyl)cyclopropylphosphorylvinyl)-2,6-dichlorobenzoate COC=1C=C(C=CC1)C1C(C1)P(=O)=C=CC1=CC(=C(C(=O)OC)C(=C1)Cl)Cl